Isopropyl ((((2R,3S,4R,5S)-5-(4-aminopyrrolo[2,1-f][1,2,4]triazin-7-yl)-2-cyano-3,4-dihydroxytetrahydrofuran-2-yl)methoxy)(phenoxy)phosphoryl)-L-alaninate NC1=NC=NN2C1=CC=C2[C@H]2[C@@H]([C@@H]([C@@](O2)(C#N)COP(=O)(OC2=CC=CC=C2)N[C@@H](C)C(=O)OC(C)C)O)O